2-cyclohex-1-en-1-yl-4,4,5,5-tetramethyl-1,3,2-dioxaborolan C1(=CCCCC1)B1OC(C(O1)(C)C)(C)C